6-[3-fluoro-4-(trifluoromethyl)phenyl]-2-azaspiro[3.3]hept-5-ene FC=1C=C(C=CC1C(F)(F)F)C1=CC2(CNC2)C1